CC1(C2=CC=CC=C2C=2C=CC=C(C12)[Li])C 9,9-dimethylfluorenyllithium